2-(2-cyclopropylmorpholin-4-yl)-6-(prop-2-yl)-4-({4-[(prop-2-yl)oxy]phenyl}amino)-5,6-dihydro-7H-pyrrolo[3,4-d]pyrimidin-7-one C1(CC1)C1CN(CCO1)C=1N=C(C2=C(N1)C(N(C2)C(C)C)=O)NC2=CC=C(C=C2)OC(C)C